ClC1=CC2=C(N(C(C(N2C)=O)=O)C2CCN(CC2)C2=NC=C(C=N2)CN(C)C2CC2)N=C1 7-chloro-4-(1-(5-((cyclopropyl(methyl)amino)methyl)pyrimidin-2-yl)piperidin-4-yl)-1-methyl-1,4-dihydropyrido[2,3-b]pyrazine-2,3-dione